N-((S)-3-(3,4-Dihydroisochinolin-2(1H)-yl)-2-hydroxypropyl)-6-(3-fluoropyrrolidin-1-yl)imidazo[1,2-a]pyridin-2-carboxamid C1N(CCC2=CC=CC=C12)C[C@H](CNC(=O)C=1N=C2N(C=C(C=C2)N2CC(CC2)F)C1)O